Tetramethyl-diaminopropyl-disiloxane C[SiH](O[Si](CCC(N)N)(C)C)C